(S)-6-(4-chlorophenyl)-N-(1-(3-fluoro-4-(methylcarbamoyl)phenyl)ethyl)-2-(1-methyl-1H-pyrazol-4-yl)pyrimidine-4-carboxamide ClC1=CC=C(C=C1)C1=CC(=NC(=N1)C=1C=NN(C1)C)C(=O)N[C@@H](C)C1=CC(=C(C=C1)C(NC)=O)F